4-amino-7-cyclopropyl-1-(3-hydroxycyclopentyl)pyrido[2,3-d]pyrimidin-2(1H)-one NC=1C2=C(N(C(N1)=O)C1CC(CC1)O)N=C(C=C2)C2CC2